FC(F)(F)C1=C(C=CC=C1)O (trifluoromethyl)phenoL